OCCOC1=CC=C(C=C1)OCCO 1,4-di-(2-hydroxyethoxy)benzene